C(CCCCCCCCCC)[C@@H]1[C@@H](C1)CCCCC(CCCCCCCCC)N [(1R,2S)-2-undecylcyclopropyl]tetradecan-5-amine